ClC1=C(C(=CC=C1)C)NC(=O)C1=CN=C(S1)NC1=CC(=NC(=N1)C)N1CCN(CC1)CCCCC(=O)O 5-(4-(6-((5-((2-chloro-6-methylphenyl)carbamoyl)thiazol-2-yl)amino)-2-methylpyrimidin-4-yl)piperazin-1-yl)pentanoic acid